benzyl (6R)-6-{[2-(1-methyl-1H-pyrazol-4-yl)-7-(3,3,3-trifluoroprop-1-en-2-yl)[1,2,4]triazolo[1,5-c]quinazolin-5-yl]amino}-5-oxo-1,4-diazepane-1-carboxylate CN1N=CC(=C1)C1=NN2C(=NC=3C(=CC=CC3C2=N1)C(=C)C(F)(F)F)N[C@H]1C(NCCN(C1)C(=O)OCC1=CC=CC=C1)=O